5-fluoro-4-[6-[2-(1-methylpyrrolidin-2-yl)ethynyl]-3,5-dihydro-2H-4,1-benzoxazepin-1-yl]-1-(trideuteriomethyl)quinazolin-2-one FC1=C2C(=NC(N(C2=CC=C1)C([2H])([2H])[2H])=O)N1CCOCC2=C1C=CC=C2C#CC2N(CCC2)C